N1-(1H-pyrrolo[3,2-c]pyridin-3-yl)-N2-(3-(trifluoromethyl)-phenethyl)-oxalamide N1C=C(C=2C=NC=CC21)NC(C(=O)NCCC2=CC(=CC=C2)C(F)(F)F)=O